COCCOCCO 2-(2-methoxyethoxy)-1-ethanol